OC1=CC=C(C=C1)/C(=C(\CC)/C1=CC=CC=C1)/C1=CC=C(OCCCOCCCCOC=2C=C3CN(C(C3=CC2)=O)C2C(NC(CC2)=O)=O)C=C1 (Z)-3-(5-(4-(3-(4-(1-(4-hydroxyphenyl)-2-phenylbut-1-en-1-yl)phenoxy)propoxy)butoxy)-1-oxoisoindolin-2-yl)piperidine-2,6-dione